C(C1=CC=CC=C1)N(C[C@H](O)C1=CC(=C(C=C1)OCC1=CC=CC=C1)OCC1=CC=CC=C1)CC1=CC=CC=C1 (1R)-2-(DIBENZYLAMINO)-1-(3,4-DIBENZYLOXYPHENYL)ETHANOL